N-(imidazo[1,5-a]pyridin-6-ylmethyl)-1-[1-[4-[2-(4-piperidyl)ethynyl]-1-naphthyl]ethyl]piperidine-4-carboxamide hydrochloride Cl.C=1N=CN2C1C=CC(=C2)CNC(=O)C2CCN(CC2)C(C)C2=CC=C(C1=CC=CC=C21)C#CC2CCNCC2